8-((2-hydroxyethyl)amino)-1,3-dimethyl-7-((4'-methyl-[1,1'-biphenyl]-4-yl)methyl)-3,7-dihydro-1H-purine OCCNC1N=C2N(CN(C=C2N1CC1=CC=C(C=C1)C1=CC=C(C=C1)C)C)C